C(C)(=O)C=1C=C(C=C2C(N(C(=NC12)N1CCOCC1)C(C)C)=O)C 8-acetyl-3-isopropyl-6-methyl-2-morpholinoquinazolin-4(3H)-one